CC1=CC2=C(C=C1)C(C1=CC=CC=C1C21C2=CC=CC=C2C=2C=CC=CC12)=O 2-methyl-10H-spiro[anthracene-9,9'-fluorene]-10-one